6-(1-acetyl-1,2,3,6-tetrahydropyridin-4-yl)-2-amino-7H-pyrrolo[2,3-d]pyrimidin C(C)(=O)N1CCC(=CC1)C1=CC2=C(N=C(N=C2)N)N1